5-fluoro-6-(1-(8-isopropyl-8-azabicyclo[3.2.1]octan-3-yl)piperidin-4-yl)-1-methyl-2-(4-(methylsulfonyl)phenyl)-1H-benzo[d]imidazole FC1=CC2=C(N(C(=N2)C2=CC=C(C=C2)S(=O)(=O)C)C)C=C1C1CCN(CC1)C1CC2CCC(C1)N2C(C)C